tin (IV) pentahydrate O.O.O.O.O.[Sn+4]